2-amino-4-methylpentanoic acid NC(C(=O)O)CC(C)C